5-((1S,6R)-5-((7-ethyl-6-carbonyl-5,6-dihydro-1,5-naphthyridin-3-yl)methyl)-2,5-diazabicyclo[4.2.0]octan-2-yl)-N-methylpyridine-2-carboxamide benzoate C(C1=CC=CC=C1)(=O)O.C(C)C=1C(NC=2C=C(C=NC2C1)CN1CCN([C@H]2CC[C@@H]12)C=1C=CC(=NC1)C(=O)NC)=C=O